C(C)(C)(C)N(C(O)=O)C(CC1=C(C=C(C(=C1)I)Br)OC)CC.BrC1=CC(=C(C=C1I)CC(CC)NC(OC(C)(C)C)=O)OC tert-butyl (1-(4-bromo-5-iodo-2-methoxyphenyl)butan-2-yl)carbamate tert-butyl-(1-(4-bromo-5-iodo-2-methoxyphenyl)butan-2-yl)carbamate